(R)-1-((7-(6-chloro-1-(1-methylpyrrolidin-3-yl)-1,2,3,4-tetrahydroquinolin-8-yl)thieno[3,2-b]pyridin-2-yl)methyl)pyrrolidine-2,5-dione, formic acid salt C(=O)O.ClC=1C=C2CCCN(C2=C(C1)C1=C2C(=NC=C1)C=C(S2)CN2C(CCC2=O)=O)[C@H]2CN(CC2)C